2-(chloromethyl)quinazoline ClCC1=NC2=CC=CC=C2C=N1